pyrimidin-2-amine sulfate S(=O)(=O)(O)O.N1=C(N=CC=C1)N